C(C)OCOC1C(N(CCC1)C(=O)OC(C)(C)C)COC1CC=C(CC1)B1OC(C(O1)(C)C)(C)C tert-butyl 3-(ethoxymethoxy)-2-({[4-(4,4,5,5-tetramethyl-1,3,2-dioxaborolan-2-yl)cyclohex-3-en-1-yl]oxy}methyl)piperidine-1-carboxylate